tert-butyl 3-(5-bromothiazol-2-yl)-3-hydroxypyrrolidine-1-carboxylate BrC1=CN=C(S1)C1(CN(CC1)C(=O)OC(C)(C)C)O